N1(CCC1)C(=O)N1[C@H]([C@H](CC1)NS(=O)(=O)CF)CC=1C(=C(C=CC1)C1=CC(=CC=C1)F)F N-{(2S,3S)-1-(azetidine-1-carbonyl)-2-[(2,3'-difluoro[1,1'-biphenyl]-3-yl)methyl]pyrrolidin-3-yl}-1-fluoromethanesulfonamide